N-(8-(2,4-dichlorophenyl)-9-(4-(((S)-1-(3-fluoropropyl)pyrrolidin-3-yl)oxy)phenyl)-6,7-dihydro-5H-benzo[7]annulen-3-yl)-2,2-difluorocyclopropane-1-carboxamide ClC1=C(C=CC(=C1)Cl)C=1CCCC2=C(C1C1=CC=C(C=C1)O[C@@H]1CN(CC1)CCCF)C=CC(=C2)NC(=O)C2C(C2)(F)F